N-methyl-iso-butylamine CNCC(C)C